N1(N=NC=C1)C1=CC=C(C=N1)OC1=CC=C(C=C1)C(C)(C)C1=CC=C(OC2CC(C2)N)C=C1 (1r,3r)-3-(4-(2-(4-((6-(1H-1,2,3-triazol-1-yl)pyridin-3-yl)oxy)phenyl)propane-2-yl)phenoxy)cyclobutylamine